ClC1=NC=CC(=C1NC(C1=C(C=C(C(=C1)F)C1=NC=C(N=C1)C1CC1)O[C@H](C(F)(F)F)C)=O)C (S)-N-(2-chloro-4-methylpyridin-3-yl)-4-(5-cyclopropylpyrazin-2-yl)-5-fluoro-2-((1,1,1-trifluoropropan-2-yl)oxy)benzamide